(3R,5R)-7-Methyl-1-oxa-7-azaspiro[4.4]nonan-3-yl (8-amino-7-fluoro-6-(8-methyl-2,3-dihydro-1H-pyrido[2,3-b][1,4]oxazin-7-yl)isoquinolin-3-yl)carbamate NC=1C(=C(C=C2C=C(N=CC12)NC(O[C@H]1CO[C@]2(C1)CN(CC2)C)=O)C2=C(C1=C(OCCN1)N=C2)C)F